[Cu].[Cu].[W].[Cu] copper-tungsten copper-copper